N-[(E)-(4-fluoro-3-methoxy-phenyl)methyleneamino]-5-isopropoxy-N-methyl-1,1-dioxo-1,2-benzothiazol-3-amine FC1=C(C=C(C=C1)\C=N\N(C1=NS(C2=C1C=C(C=C2)OC(C)C)(=O)=O)C)OC